N[C@@H](CNC(C1=CC(=CC=C1)C1=NOC(=N1)C)=O)C(=O)NC=1SC(=C(N1)CC)C(C)(C)C (S)-N-(2-amino-3-((5-(tert-butyl)-4-ethylthiazol-2-yl)amino)-3-oxopropyl)-3-(5-methyl-1,2,4-oxadiazol-3-yl)benzamide